(4,4-dimethyl-2-(3-methylbicyclo[1.1.1]pentan-1-yl)cyclohex-1-en-1-yl)methanol CC1(CC(=C(CC1)CO)C12CC(C1)(C2)C)C